COC=1C=C(CNCCCCOCCNC=2C=3C=NNC3C=C(C2)C2=CN=NS2)C=C(C1)OC(F)(F)F N-(2-(4-((3-methoxy-5-(trifluoromethoxy)benzyl)amino)butoxy)ethyl)-6-(1,2,3-thiadiazol-5-yl)-1H-indazol-4-amine